ClC=1C=C(C=CC1C#N)N1C(OC(C1)C(=O)NC1=CC=NC=C1)C(F)(F)F 3-(3-Chloro-4-cyanophenyl)-N-(pyridin-4-yl)-2-(trifluoromethyl)oxazolidin-5-carboxamid